1-allyl-4-oxo-3,4-dihydro-1H-2,1-benzothiazine-8-carboxylate C(C=C)N1SCC(C2=C1C(=CC=C2)C(=O)[O-])=O